p-methoxyl-2-methoxyl-benzophenone O(C)C1=CC=C(C=C1)C(C1=C(C=CC=C1)OC)=O